tert-Butyl (4-((pyridin-2-ylmethyl)(5,6,7,8-tetrahydroquinolin-8-yl)amino) butyl)carbamate N1=C(C=CC=C1)CN(CCCCNC(OC(C)(C)C)=O)C1CCCC=2C=CC=NC12